N-(R)-4-aza-1-indanyl(2-[3-isopropyl-6-(5-methyl-1,3,4-oxadiazol-2-yl)-5-(2-(3-oxabicyclo[3.1.0]hex-6-yl)ethyl)-1,1-dioxo-1λ6-thia-4-aza-7-indanyl]-1-thia-6-aza-7-indenyl)amine C1(CCC2=NC=CC=C12)NC=1N=CC=C2C=C(SC12)C=1C(=C(N=C2C(CS(C12)(=O)=O)C(C)C)CCC1C2COCC12)C=1OC(=NN1)C